4-(4-(tert-butyl)phenyl)imidazo[1,2-a]quinoxalin-7-amine C(C)(C)(C)C1=CC=C(C=C1)C=1C=2N(C3=CC=C(C=C3N1)N)C=CN2